C(C)OC(=O)C=1C=C2C=C(C=CN2C1)[C@@H]1CC(OCC1)(C)C (S)-7-(2,2-dimethyltetrahydro-2H-pyran-4-yl)indolizine-2-carboxylic acid ethyl ester